tert-butyl 5'-bromo-4'-chloro-3-hydroxyspiro[cyclopentane-1,3'-pyrrolo[2,3-b]pyridine]-1'(2'H)-carboxylate BrC=1C(=C2C(=NC1)N(CC21CC(CC1)O)C(=O)OC(C)(C)C)Cl